C(C)(C)(C)OC(N[C@@H]([C@H](C)C1=C(C(=CC=C1F)C)C)C=1OC(NN1)=O)=O ((1s,2r)-2-(6-fluoro-2,3-dimethylphenyl)-1-(5-oxo-4,5-dihydro-1,3,4-oxadiazol-2-yl)propyl)carbamic acid tert-butyl ester